6-oxa-2-aza-spiro[3.4]octane hemioxalate C(C(=O)O)(=O)O.C1NCC12COCC2.C2NCC21COCC1